(2-(2-azidoethoxy)ethoxy)propionic acid N(=[N+]=[N-])CCOCCOC(C(=O)O)C